7-(3-chlorobenzyl)-4-(2,4-difluorobenzyl)-6,7,8,9-tetrahydroimidazo[1,2-a]pyrido[3,4-e]pyrimidine-5(4H)-one ClC=1C=C(CN2CC=3C(N(C=4N(C3CC2)C=CN4)CC4=C(C=C(C=C4)F)F)=O)C=CC1